C(C)(C)(C)OC(=O)C1=C(NC2=CC(=CC=C12)I)C(C)(C)C1=CC(=C(C=C1)CC)N1CCC(CC1)N1CCOCC1 2-(2-(4-ethyl-3-(4-morpholinopiperidin-1-yl)phenyl)propan-2-yl)-6-iodo-1H-indole-3-carboxylic acid tert-butyl ester